2-amino-2-(3,5-dimethoxyphenyl)-N-[3-(1H-pyrazol-4-yl)-1H-indol-7-yl]acetamide NC(C(=O)NC=1C=CC=C2C(=CNC12)C=1C=NNC1)C1=CC(=CC(=C1)OC)OC